N[C@@H]1CN(C[C@@H]1F)C(=O)OC(C)(C)C |o1:1,5| tert-butyl (3R*,4S*)-3-amino-4-fluoropyrrolidine-1-carboxylate